tert-butyl 6-[4-[2-(3-benzyloxyphenoxy)ethoxy]-1-piperidyl]pyridine-3-carboxylate C(C1=CC=CC=C1)OC=1C=C(OCCOC2CCN(CC2)C2=CC=C(C=N2)C(=O)OC(C)(C)C)C=CC1